C1(=CC=C(C=C1)[Si](C)(C)CCCN)[Si](C)(C)CCCN 3'-(1,4-phenylenebis(dimethylsilanediyl))bis(propan-1-amine)